C(C1=CC=CC=C1)OC1=CC=C2C(=C(C(=NC2=C1)NCC1(CC1)C(=O)OC)C(=C)C)C1=CC(=C(C=C1)F)F methyl 1-[[[7-benzyloxy-4-(3,4-difluorophenyl)-3-isopropenyl-2-quinolyl]amino]methyl]cyclopropanecarboxylate